5-hydroxy-6-morpholinocarbonyl-2H-naphtho[1,2-b]pyrane OC1=C(C2=CC=CC=C2C=2OCC=CC21)C(=O)N2CCOCC2